3-(4-((2-((4-((2-azidoethoxy)methyl)piperazin-1-yl)methoxy)ethyl)thio)-1-oxoisoindolin-2-yl)piperidine N(=[N+]=[N-])CCOCN1CCN(CC1)COCCSC1=C2CN(C(C2=CC=C1)=O)C1CNCCC1